N-[(5-chlorothiophen-2-yl)methyl]-3-(pyrrolidin-3-yl)-1H-pyrazol-5-amine ClC1=CC=C(S1)CNC1=CC(=NN1)C1CNCC1